ethyl 1-((3-amino-4-methoxybenzo[d]isoxazol-6-yl)methyl)piperidine-4-carboxylate NC1=NOC2=C1C(=CC(=C2)CN2CCC(CC2)C(=O)OCC)OC